Methyl-(3-isocyanatopropyl)dimethyl-silane C[Si](C)(C)CCCN=C=O